O=C[C@H](O)[C@@H](O)[C@@H](O)[C@H](O)C 6-DEOXY-D-GALACTOSE